copper (2-methyl-5-aminotetrazole) chlorate Cl(=O)(=O)[O-].CN1N=C(N=N1)N.[Cu+2].Cl(=O)(=O)[O-]